Tert-butyl N-[5-(hydrazinecarbonyl)-1H-indazol-3-yl]-N-methylcarbamate N(N)C(=O)C=1C=C2C(=NNC2=CC1)N(C(OC(C)(C)C)=O)C